5-(4,4-difluorocyclohexyl)-N-(7-methyl-[1,2,4]triazolo[1,5-a]pyridin-6-yl)-7,8-dihydro-5H-imidazo[1,2-e]purin-2-amine FC1(CCC(CC1)N1C=2N(C=3N=C(N=CC13)NC=1C(=CC=3N(C1)N=CN3)C)CCN2)F